C(CCCC(C)N)N 1,5-hexanediamine